1-(4-fluorophenyl)-5-(6-methoxypyrazin-2-yl)-6-methyl-1H-indazole FC1=CC=C(C=C1)N1N=CC2=CC(=C(C=C12)C)C1=NC(=CN=C1)OC